4,5-bis[tribromomethyl]thiazole BrC(C=1N=CSC1C(Br)(Br)Br)(Br)Br